2-methyl-5-(trifluoromethyl)benzoic acid CC1=C(C(=O)O)C=C(C=C1)C(F)(F)F